OCC(CO)(CO)NC(N)=O 3-(1,3-dihydroxy-2-(hydroxymethyl)propan-2-yl)urea